FC1=C(C=C(C(=C1)I)OCOC)C=1C=CC(=NC1)C 5-[2-fluoro-4-iodo-5-(methoxymethoxy)phenyl]-2-methylpyridine